NC1=NC=CC(=C1Cl)OC1=C(C=C(C=C1)C1=NN(C(=C1C(=O)N)C(F)(F)F)C1=NC(=CC=C1)C)F (4-((2-amino-3-chloropyridin-4-yl)oxy)-3-fluorophenyl)-1-(6-methylpyridin-2-yl)-5-(trifluoromethyl)-1H-pyrazole-4-carboxamide